3-nitro-N-(3,5-dimethoxybenzyl)thiophenylamide [N+](=O)([O-])C=1C=C(C=CC1)[N-]SCC1=CC(=CC(=C1)OC)OC